S(=O)(=O)(C1=CC=C(C)C=C1)N1C=C(C=C1)C(C)=O 1-(1-tosyl-3-pyrrolyl)-1-ethanone